[N+](=O)([O-])C1=C(C=C2CCN(CC2=C1)C(=O)OC(C)(C)C)B1OC(C(O1)(C)C)(C)C tert-Butyl 7-nitro-6-(4,4,5,5-tetramethyl-1,3,2-dioxaborolan-2-yl)-3,4-dihydroisoquinoline-2(1H)-carboxylate